CC=1OC2=C(N1)C(=CC(=C2)NC(=O)N2CCC=1C2=NC=CC1N1CCNCC1)C N-(2,4-dimethylbenzo[d]oxazol-6-yl)-4-(piperazin-1-yl)-2,3-dihydro-1H-pyrrolo[2,3-b]pyridine-1-carboxamide